NC1CC2(C1)CCN(CC2)C2=C(C=C(C=C2)NC2=NC=C(C(=N2)NC2=C(C=CC=C2)P(C)(C)=O)Cl)C(F)(F)F (2-((2-((4-(2-amino-7-azaspiro[3.5]nonan-7-yl)-3-(trifluoromethyl)phenyl)amino)-5-chloropyrimidin-4-yl)amino)phenyl)dimethylphosphine oxide